C(C)(=O)[C@@]1(O)[C@H](N)[C@@H](O)[C@@H](O)[C@H](O1)CO acetyl-α-D-galactosamine